((S)-6,8-dichloro-1-methyl-3,4-dihydroisoquinolin-2(1H)-yl)(3-methoxypiperidin-3-yl)methanone ClC=1C=C2CCN([C@H](C2=C(C1)Cl)C)C(=O)C1(CNCCC1)OC